4-((t-butoxycarbonyl)amino)phenylboronic acid C(C)(C)(C)OC(=O)NC1=CC=C(C=C1)B(O)O